1-(2-bromo-5-(ethylsulfonyl)phenyl)azetidine BrC1=C(C=C(C=C1)S(=O)(=O)CC)N1CCC1